C(C1=CC=CC=C1)O[C@@]1(C(O[C@@H]2OC(O[C@@H]21)(C)C)C(CO)O)C=C 1-((3aR,51R,6R,6aR)-6-(benzyloxy)-2,2-dimethyl-6-vinyltetrahydrofuro[2,3-d][1,3]dioxol-5-yl)ethane-1,2-diol